[Co].NSN amino-thioether cobalt